C(C)N(CCCN)CC 3-(diethylamino)-propylamine